2-(4,5,6,7-tetrahydro-1H-indazol-1-yl)ethan-1-one N1(N=CC=2CCCCC12)CC=O